3-(2-(((S)-1-(5-Bromo-2-((1r,4S)-4-(hydroxymethyl)cyclohexyl)-2H-indazol-6-yl)pyrrolidin-3-yl)oxy)ethoxy)benzamide BrC1=CC2=CN(N=C2C=C1N1C[C@H](CC1)OCCOC=1C=C(C(=O)N)C=CC1)C1CCC(CC1)CO